S1C(=NC2=C1C=CC=C2)NC(=O)C=2C=CC=C1CCN(CC21)C=2SC(=C(N2)C(=O)OC)CCCOC2=CC=C(C=C2)C#CCN2CCNCC2 Methyl 2-(8-(benzo[d]thiazol-2-ylcarbamoyl)-3,4-dihydroisoquinolin-2(1H)-yl)-5-(3-(4-(3-(piperazin-1-yl) prop-1-yn-1-yl)phenoxy)propyl)thiazole-4-carboxylate